6-[4-[(3S)-3-(5-Cyano-3-pyridyl)isoxazolidine-2-carbonyl]-1-piperidyl]pyrimidine-4-carbonitrile TFA salt OC(=O)C(F)(F)F.C(#N)C=1C=C(C=NC1)[C@H]1N(OCC1)C(=O)C1CCN(CC1)C1=CC(=NC=N1)C#N